N-((5-(2-((2-(morpholinomethyl)quinazolin-4-yl)thio)acetyl)thiophen-2-yl)methyl)acetamide O1CCN(CC1)CC1=NC2=CC=CC=C2C(=N1)SCC(=O)C1=CC=C(S1)CNC(C)=O